1-((S)-3-((tert-butoxycarbonyl)amino)-2-((tert-butyldimethylsilyl)oxy)propyl)-1H-pyrazol-2-ium C(C)(C)(C)OC(=O)NC[C@@H](CN1[NH+]=CC=C1)O[Si](C)(C)C(C)(C)C